C(C)(C)(C)OC(=O)N1CC=2C=CC(=NC2CC1(C)C)Cl 2-chloro-7,7-dimethyl-7,8-dihydro-1,6-naphthyridine-6(5H)-carboxylic acid tert-butyl ester